CC1(CC(=NO1)C1[C@H]2CN(C[C@@H]12)C(=O)C=1N=CN(C1)CC)C [(1R,5S,6r)-6-(5,5-dimethyl-4,5-dihydro-1,2-oxazol-3-yl)-3-azabicyclo[3.1.0]hex-3-yl](1-ethyl-1H-imidazol-4-yl)methanone